C(C)(C)(C)OC(N(CCF)CCOCC1=CC=CC=C1)=O (2-(benzyloxy)ethyl)(2-fluoroethyl)carbamic acid tert-butyl ester